C(C)(=O)N[C@H](C(=O)N[C@H](C(=O)O)CCC(C)(C)C)[C@H](CC)C (S)-2-((2S,3S)-2-Acetamido-3-methylpentanamido)-5,5-dimethylhexanoic acid